4-((4-aminophenyl)thio)-2-butylbenzenamine NC1=CC=C(C=C1)SC1=CC(=C(C=C1)N)CCCC